C(=O)[O-].C(C)N1C=[NH+]C=C1 N-ethylimidazolium formate